C1(=CC=CC=C1)C=O phenyl-methanon